(S)-1-(3-(benzothien-3-yl)-2-(dimethylamino)propyl)-3-(4-methoxybenzyl)urea S1C=C(C2=C1C=CC=C2)C[C@@H](CNC(=O)NCC2=CC=C(C=C2)OC)N(C)C